ClC1=C(C=CC(=C1)C(F)(F)F)NC(CN1C(=C(C(C=2C1=NC=C(N2)N2C(CCC2)=O)=O)N2CCN(CC2)C(=O)OC(C)(C)C)CC)=O tert-butyl 4-(5-(2-((2-chloro-4-(trifluoromethyl)phenyl)amino)-2-oxoethyl)-6-ethyl-8-oxo-2-(2-oxopyrrolidin-1-yl)-5,8-dihydropyrido[2,3-b]pyrazin-7-yl)piperazine-1-carboxylate